NC1=C(C(=O)N(C(C)(C)C#N)C)C=C(C=C1Cl)Cl 2-amino-3,5-dichloro-N-methyl-N-(2-cyanoprop-2-yl)benzamide